ClC=1C=C2C(=NC(=NC2=C(C1C1=CC(=CC2=CC=CC=C12)O)F)N1CC(C1)N(C)C)P1(CCNCC1)=O (R or S)-4-(6-chloro-2-(3-(dimethylamino)azetidin-1-yl)-8-fluoro-7-(3-hydroxynaphthalen-1-yl)quinazolin-4-yl)-1,4-azaphosphinane-4-oxide